4-Methyl-pyrimidine-2-carboxylic acid [3-(3-oxo-1,3-dihydro-pyrrolo[3,4-c]pyridin-2-yl)-adamantan-1-yl]-amide O=C1N(CC2=C1C=NC=C2)C21CC3(CC(CC(C2)C3)C1)NC(=O)C1=NC=CC(=N1)C